2-Amino-N-{1-[8-chloro-5-(3,3-dimethylpyrrolidin-1-yl)imidazo[1,5-a]pyridin-6-yl]ethyl}pyrazolo[1,5-a]-pyrimidine-3-carboxamide bistrifluoro-acetate FC(C(=O)O)(F)F.FC(C(=O)O)(F)F.NC1=NN2C(N=CC=C2)=C1C(=O)NC(C)C=1C=C(C=2N(C1N1CC(CC1)(C)C)C=NC2)Cl